ethyl 2-((2-((3-chloro-4-methoxyphenyl)amino)-2-oxoethyl)thio)-1H-imidazole-4-carboxylate ClC=1C=C(C=CC1OC)NC(CSC=1NC=C(N1)C(=O)OCC)=O